tri(tetradecyl) thiophosphate P(=S)(OCCCCCCCCCCCCCC)(OCCCCCCCCCCCCCC)OCCCCCCCCCCCCCC